NC1=C(C=NC(=C1F)N1C[C@H](OCC1)C)NC(=O)C=1NC=C(C1)C(C1=C(N=CC=C1)C(F)(F)F)=O (R)-N-(4-amino-5-fluoro-6-(2-methylmorpholino)pyridin-3-yl)-4-(2-(trifluoromethyl)nicotinoyl)-1H-pyrrole-2-carboxamide